tert-butyl 2-(2-fluoro-6-(pyrrolidin-1-yl)pyridin-3-yl)-4-oxo-6,7-dihydrothiazolo[5,4-c]pyridine-5(4H)-carboxylate FC1=NC(=CC=C1C=1SC=2C(N(CCC2N1)C(=O)OC(C)(C)C)=O)N1CCCC1